C(\C=C\C1=CC(O)=C(O)C=C1)(=O)NCCC1=CC=C(C=C1)O N-caffeoyl-tyramine